C(C1=CC=CC=C1)OC(=O)N1C(CCCC1)N1N=CC(=C1)NC1=NC=C(C(=N1)C1=CC=C(C=C1)C(=O)OC)Cl (4-((5-chloro-4-(4-(methoxycarbonyl)phenyl)pyrimidin-2-yl)amino)-1H-pyrazol-1-yl)piperidine-1-carboxylic acid benzyl ester